CCCCCCCCCCCC(=O)OC[C@H](COP(=O)(O)OC[C@H](CO)O)OC(=O)CCCCCCC/C=C\C/C=C\C/C=C\CC 1-dodecanoyl-2-(9Z,12Z,15Z-octadecatrienoyl)-glycero-3-phospho-(1'-sn-glycerol)